N-benzyl-N-methyl-4-{2-[(piperidin-3-yl)amino]-5-(trifluoromethyl)pyrimidin-4-yl}-1H-pyrrol-2-carboxamide C(C1=CC=CC=C1)N(C(=O)C=1NC=C(C1)C1=NC(=NC=C1C(F)(F)F)NC1CNCCC1)C